ClC1=NC=C(C(=C1)NC=1C(=C(C(=O)O)C=CC1)OC)C(NC([2H])([2H])[2H])=O 3-((2-chloro-5-((methyl-d3)carbamoyl)pyridin-4-yl)amino)-2-methoxybenzoic acid